COC1=C(C=C(C=C1)C1(CCOCC1)C)S(=O)(=O)Cl 2-methoxy-5-(4-methyltetrahydro-2H-pyran-4-yl)benzenesulfonyl chloride